BrC1=C(C=C(C=C1)F)C(C)OC bromo-4-fluoro-2-(1-methoxyethyl)benzene